ClC1=CC=C(C=C1)[C@@]1(N(C(C2=CC(=CC(=C12)F)C(CC)(O)C1(CCNCC1)F)=O)CC1=NC=C(C=N1)Cl)O[C@@H]1C[C@@H](C1)O (3R)-3-(4-Chlorophenyl)-2-[(5-chloropyrimidin-2-yl)methyl]-4-fluoro-6-[1-(4-fluoropiperidin-4-yl)-1-hydroxypropyl]-3-[cis-3-hydroxycyclobutoxy]-2,3-dihydro-1H-isoindol-1-on